ClC=1C=C(C(=C(C1)O)C1=CC=C2C(=N1)N=C(O2)N2CC=1C=NC=CC1C2)C 5-chloro-2-[2-(1,3-dihydropyrrolo[3,4-c]pyridin-2-yl)oxazolo[4,5-b]pyridin-5-yl]-3-methyl-phenol